Naphthyl-Indole C1(=CC=CC2=CC=CC=C12)C=1NC2=CC=CC=C2C1